C1=CC(=CC=2OC3=C(C21)C=CC=C3)C3=CC=C(C=C3)C3=CC=C(C=C3)N(C=3C2=CC=CC=C2C=2C=CC=CC2C3)C3=CC=C(C=C3)C3=CC=CC2=CC=CC=C32 {4'-(dibenzofuran-3-yl)-[1,1'-biphenyl]-4-yl}-4-(naphthalen-1-yl)phenyl-phenanthren-9-yl-amine